N-[2-(3,4-dichlorophenyl)-2-methylpropyl]quinolin-2-amine ClC=1C=C(C=CC1Cl)C(CNC1=NC2=CC=CC=C2C=C1)(C)C